(1R,3S)-3-{5-[6-(2-formyl-3-hydroxyphenoxy)-3-methylpyrazine-2-amido]-2H-pyrazol-3-yl}cyclopentyl N-isopropylcarbamate C(C)(C)NC(O[C@H]1C[C@H](CC1)C=1NN=C(C1)NC(=O)C1=NC(=CN=C1C)OC1=C(C(=CC=C1)O)C=O)=O